C[C@H]1N(S(OC1)(=O)=O)C(=O)[O-] (4R)-4-methyl-1,2,3-oxathiazolidine-3-carboxylate 2,2-dioxide